2,4-dimethoxy-5-(p-chlorobenzoyl)benzophenone COC1=C(C(=O)C2=CC=CC=C2)C=C(C(=C1)OC)C(C1=CC=C(C=C1)Cl)=O